FC1=CC=C2C(C(NC2=C1F)=O)=O 6,7-Difluoroindoline-2,3-dione